C(\C(\C)=C\C(=O)O)(=O)N mesaconic acid monoamide